N-methyl-N-((5-(2-((1-methyl-1H-pyrazolo[3,4-d]pyrimidin-4-yl)thio)acetyl)thiophen-2-yl)methyl)cyclopropanecarboxamide CN(C(=O)C1CC1)CC=1SC(=CC1)C(CSC1=C2C(=NC=N1)N(N=C2)C)=O